3-chloro-1-(2,2-difluoroethyl)-1H-pyrazole-4-carboxylic acid ClC1=NN(C=C1C(=O)O)CC(F)F